N(=[N+]=[N-])CCOCCOCCOCCOCCOCCOCCC(NCCOCCOCCOCCOCCOCCNC(OC(C)(C)C)=O)=O tert-Butyl (39-azido-19-oxo-3,6,9,12,15,22,25,28,31,34,37-undecaoxa-18-azanonatriacontyl)carbamate